2-chloro-1,3,3,3-tetrafluoroprop-1-ene ClC(=CF)C(F)(F)F